(±)-4-((1-(3-(difluoromethyl)-2-fluorophenyl)ethyl)amino)-2-methylpyrido[2,3-d]pyrimidin-7(8H)-one FC(C=1C(=C(C=CC1)[C@@H](C)NC=1C2=C(N=C(N1)C)NC(C=C2)=O)F)F |r|